5-(2-((1-fluorocyclobutyl)methyl)oxazol-5-yl)-6-(quinolin-7-yl)picolinonitrile FC1(CCC1)CC=1OC(=CN1)C=1C=CC(=NC1C1=CC=C2C=CC=NC2=C1)C#N